BrC(C(=O)[O-])C.[K+] potassium bromopropionate